COC=1C(=CC2=C(NN=N2)C1)C(=O)N 6-methoxy-1H-benzo[d][1,2,3]triazole-5-carboxamide